3,5-Difluoro-2-(2-(2-hydroxy-prop-2-yl)pyrimidin-4-yl)isonicotinic acid FC1=C(C(=O)O)C(=CN=C1C1=NC(=NC=C1)C(C)(C)O)F